8-(5-Chloro-2-methoxy-pyridin-3-yl)-9-cyclopropyl-7-fluoro-1,4,4-trimethyl-5H-[1,2,4]triazolo[4,3-a]quinoxaline ClC=1C=C(C(=NC1)OC)C1=C(C=C2NC(C=3N(C2=C1C1CC1)C(=NN3)C)(C)C)F